C1(CCCC(CC)O1)=O delta-enantholactone